(2S)-6-chloro-N-{3-[2-(4-chloro-3-fluorophenoxy)acetamido]bicyclo[1.1.1]pentan-1-yl}-2H-1-benzopyran-2-carboxamide ClC=1C=CC2=C(C=C[C@H](O2)C(=O)NC23CC(C2)(C3)NC(COC3=CC(=C(C=C3)Cl)F)=O)C1